BrC=1C(=NC(=NC1)C(=O)C1CC1)OC1=CC=CC=C1 (5-bromo-4-phenoxypyrimidin-2-yl)(cyclopropyl)methanone